(4-((2-amino-4-chloro-5H-pyrrolo[3,2-d]pyrimidin-5-yl)methyl)-3-methoxyphenyl)methanol NC=1N=C(C2=C(N1)C=CN2CC2=C(C=C(C=C2)CO)OC)Cl